3,4-dihydroxy-5-(hydroxymethyl)oxolane-2-carbonitrile OC1C(OC(C1O)CO)C#N